ClC=1C=CC2=C(N=C(S2)C2CC3(CC(C3)NC(=O)C3NS(CC3)(=O)=O)C2)C1 N-[6-(5-chloro-1,3-benzothiazol-2-yl)spiro[3.3]heptan-2-yl]-1,1-dioxo-1,2-thiazolidine-3-carboxamide